C\C(=C/COC(CCO)OC\C=C(\CCC=C(C)C)/C)\CCC=C(C)C 3,3-bis(((E)-3,7-dimethylocta-2,6-dien-1-yl)oxy)propan-1-ol